C1C2CC3CC1CC3C2 octahydro-2,5-methylenepentalene